CC(=CCC1=C2C(=C(C3=C1O[C@@]45[C@H]6C[C@@](C=C4C3=O)(C(=O)[C@@]5(OC6(C)C)CC=C(C)C)OC)O)C=CC(O2)(C)C)C The molecule is an organic heterohexacyclic compound that is deoxymorellin substituted by a methoxy group at position 7. Isolated from Garcinia hanburyi, it exhibits cytotoxic activity. It has a role as a metabolite and an antineoplastic agent. It is a cyclic ether, a cyclic ketone, an organic heterohexacyclic compound, a member of phenols and a polycyclic cage. It derives from a morellin.